tert-Butyl 6,8-dioxo-hexahydropyrazino[1,2-c]pyrimidine-2-carboxylate O=C1NC(CC2N1CCN(C2)C(=O)OC(C)(C)C)=O